OC[C@H](C[C@H]1C(NCC1)=O)NC([C@H](CC(C)C)NC(OC([2H])([2H])C12CC3(C[C@H](C[C@@H](C1)C3)C2)O)=O)=O ((1r,3R,5R,7S)-3-Hydroxyadamantan-1-yl)methyl-d2 ((S)-1-(((S)-1-hydroxy-3-((S)-2-oxopyrrolidin-3-yl)propan-2-yl)amino)-4-methyl-1-oxopentan-2-yl)carbamate